2-chloro-5-fluorophenol ClC1=C(C=C(C=C1)F)O